BrC1=C2CCN(CC2=CC(=C1)NC=1N=NC(=C(N1)NC1=C(C=CC=C1)S(=O)(=O)C)C(=O)N)C ((5-bromo-2-methyl-1,2,3,4-tetrahydroisoquinolin-7-yl)amino)-5-((2-(methylsulfonyl)phenyl)amino)-1,2,4-triazine-6-carboxamide